C(C)(C)(C)OC(=O)N[C@H](C(=O)O)CN1N=C(C(=C1)NC1=NC=C(C(=N1)NC1CC1)C(F)(F)F)C (S)-2-((tert-butoxycarbonyl)amino)-3-(4-((4-(cyclopropylamino)-5-(trifluoromethyl)pyrimidin-2-yl)amino)-3-methyl-1H-pyrazol-1-yl)propionic acid